C[C@H](C1=CC=CC=C1)N.C(C)[C@@H](C(=O)O)N1C(CCC1)=O (S)-α-ethyl-2-oxo-1-pyrrolidineacetic acid (R)-α-methylbenzylamine salt